2-((2S,4S)-2-(aminomethyl)-5-chloro-2-phenyl-2,3-dihydrobenzofuran-4-yl)-3-fluoro-4-methoxy-N-(pyridin-3-yl)benzamide NC[C@@]1(OC2=C(C1)C(=C(C=C2)Cl)C2=C(C(=O)NC=1C=NC=CC1)C=CC(=C2F)OC)C2=CC=CC=C2